6-(6-ethoxypyridin-3-yl)-N'-(3-(1-hydroxyethyl)-5-methoxybenzyl)pyrazine-2-carbohydrazide C(C)OC1=CC=C(C=N1)C1=CN=CC(=N1)C(=O)NNCC1=CC(=CC(=C1)OC)C(C)O